FCCN1CCN(CC1)CC(=O)NC=1N=CC2=CC=C(C=C2C1)C=1N=NN(C1)C 2-(4-(2-fluoroethyl)piperazin-1-yl)-N-(6-(1-methyl-1H-1,2,3-triazol-4-yl)isoquinolin-3-yl)acetamide